2-(2-((1-((6-chloropyridin-3-yl)amino)isoquinolin-6-yl)oxy)ethyl)-1,2-dihydro-3H-pyrazol-3-one ClC1=CC=C(C=N1)NC1=NC=CC2=CC(=CC=C12)OCCN1NC=CC1=O